CC1=CC=C2C(=CC=CC=C12)C 1,4-dimethyl-azulene